ClC1=NC(=NC(=C1C)N1CCC(CC1)OC1=CC=C2CCCNC2=C1)CO (4-chloro-5-methyl-6-(4-((1,2,3,4-tetrahydroquinolin-7-yl)oxy)piperidin-1-yl)pyrimidin-2-yl)methanol